N-[(3S)-9-fluoro-2-oxo-5-phenyl-1,3-dihydro-1,4-benzodiazepine-3-Yl]-6-[(1R,4R)-2-oxa-5-azabicyclo[2.2.1]heptane-5-yl]-2-phenylimidazo[1,2-b]pyridazine-3-carboxamide FC1=CC=CC=2C(=N[C@@H](C(NC21)=O)NC(=O)C2=C(N=C1N2N=C(C=C1)N1[C@H]2CO[C@@H](C1)C2)C2=CC=CC=C2)C2=CC=CC=C2